N1=CC(=CC=C1)C=1C=C(C=C(C1)C=1C=NC=CC1)C1=CC(=CC2=CC3=CC=CC=C3C=C12)C1=CC(=CC(=C1)C=1C=NC=CC1)C=1C=NC=CC1 1,3-bis[3,5-bis(pyridin-3-yl)phenyl]anthracene